The molecule is the fatty acid ethyl ester of dec-9-enoic acid. It has a role as a metabolite. It derives from a dec-9-enoic acid. CCOC(=O)CCCCCCCC=C